3-benzyl-6-(4-ethylbenzyl)-2,3,4,6-tetrahydropyrido[3,4-c][1,8]naphthyridine-5(1H)-one C(C1=CC=CC=C1)N1CC=2C(N(C=3N=CC=CC3C2CC1)CC1=CC=C(C=C1)CC)=O